(dimethylcarbamoyl)-2,3-dimethylcyclopropanecarboxylic acid methyl ester COC(=O)C1(C(C1C)C)C(N(C)C)=O